FC1=C(C=CC2=C1OC1=C2C=CC(=C1F)OC(F)(F)F)C1CCC(CC1)CCC 4,6-difluoro-3-(4-propyl-cyclohexyl)-7-trifluoromethoxy-dibenzofuran